tert-butyl 3-((3-cyano-4-methylphenoxy)methyl)azetidine-1-carboxylate C(#N)C=1C=C(OCC2CN(C2)C(=O)OC(C)(C)C)C=CC1C